BrC1=CC2=C(N(C(=N2)Cl)CC2=CC=C(C=C2)OC)C(=C1)Br 5,7-dibromo-2-chloro-1-[(4-methoxyphenyl)methyl]benzo[d]imidazole